NC1=C(N=C2N1C=CC=C2Br)C(=O)NC2CC(C2)C 3-amino-8-bromo-N-(3-methylcyclobutyl)imidazo[1,2-a]pyridine-2-carboxamide